COC1=CC(=NC(=C1)OC)C[C@H](CO)NC(OC(C)(C)C)=O tertbutyl (R)-(1-(4,6-dimethoxypyridin-2-yl)-3-hydroxypropan-2-yl)carbamate